ClC1=C2C=C(N(C2=CC(=C1Cl)OC[C@H]1CN(C(O1)=O)C)C)C(=O)OC |r| (±)-methyl 4,5-dichloro-1-methyl-6-((3-methyl-2-oxooxazolidin-5-yl)methoxy)-1H-indole-2-carboxylate